N-tert-butyl-2-[[2-(4-chloropyridin-2-yl)-5H,6H,7H-cyclopenta[d]pyrimidin-4-yl](methyl)amino]acetamide C(C)(C)(C)NC(CN(C)C=1C2=C(N=C(N1)C1=NC=CC(=C1)Cl)CCC2)=O